(2-fluoroethyl) (3-fluoropropyl) sulfate S(=O)(=O)(OCCF)OCCCF